4-((3-((difluoromethyl)sulfonyl)pyridin-2-yl)amino)-6-(3,3-dimethylureido)-N-(methyl-d3)pyridazine-3-carboxamide FC(S(=O)(=O)C=1C(=NC=CC1)NC1=C(N=NC(=C1)NC(=O)N(C)C)C(=O)NC([2H])([2H])[2H])F